C(C)(C)N1N=CC=2C1=NC(=NC2NC=2N=CN(C2)C2=CC(=C(C(=C2)OC)OC)OC)C(F)(F)F 1-isopropyl-6-(trifluoromethyl)-N-(1-(3,4,5-trimethoxyphenyl)-1H-imidazol-4-yl)-1H-pyrazolo[3,4-d]pyrimidin-4-amine